ClC=1C=C2C=NC(=NC2=CC1C1CCN(CC1)C1COC1)NC=1C=NN(C1C)C(C#N)(C)C 2-[4-({6-chloro-7-[1-(oxetan-3-yl)piperidin-4-yl]quinazolin-2-yl}amino)-5-methyl-1H-pyrazol-1-yl]-2-methylpropanenitrile